7-fluoro-5-methyl-3-(3-oxo-3-(4-(tetrahydrofuran-2-carbonyl)piperazin-1-yl)propyl)isoquinolin-1(2H)-one FC1=CC(=C2C=C(NC(C2=C1)=O)CCC(N1CCN(CC1)C(=O)C1OCCC1)=O)C